C1(=CC=C(C=C1)N1CC2(C(N(C=3C=NC=4C=C(C(=CC4C32)C=3C=C(C(=NC3)OCCNC(C)C)NS(=O)(=O)C)F)C)=O)C1)C1=CC=CC=C1 N-(5-(1-([1,1'-Biphenyl]-4-yl)-7'-fluoro-3'-methyl-2'-oxo-2',3'-dihydrospiro[azetidine-3,1'-pyrrolo[2,3-c]quinolin]-8'-yl)-2-(2-(isopropylamino)ethoxy)pyridin-3-yl)methanesulfonamide